C(CCCCCCC\C=C/C\C=C/CCCCC)OC(CCCCCCCBr)=O 8-bromooctanoic acid-(10Z,12Z)-octadec-9,12-dien-1-yl ester